bis-(3,4-dicarboxyphenyl)diphenyl-silane 2-Ethylhexyl-3-((5-((S)-1-(((R)-tert-butylsulfinyl)amino)-1,3-dihydrospiro[indene-2,4'-piperidine]-1'-yl)pyrazin-2-yl)thio)propanoate C(C)C(COC(CCSC1=NC=C(N=C1)N1CCC2(CC1)[C@@H](C1=CC=CC=C1C2)N[S@](=O)C(C)(C)C)=O)CCCC.C(=O)(O)C=2C=C(C=CC2C(=O)O)[Si](C2=CC=CC=C2)(C2=CC=CC=C2)C2=CC(=C(C=C2)C(=O)O)C(=O)O